7-fluoro-1,3-dihydroxy-6-iodo-2-naphthoic acid FC1=C(C=C2C=C(C(=C(C2=C1)O)C(=O)O)O)I